3,6-dimethyldodec-4-enal CC(CC=O)C=CC(CCCCCC)C